Pyridin-3-formic acid N1=CC(=CC=C1)C(=O)O